COC1=C(C(=C2C(=O)CC(OC2=C1)C3=CC=C(C=C3)O)OC)OC The molecule is a methoxyflavanone that is flavanone substituted by methoxy groups at positions 5, 6 and 7 and a hydroxy group at position 4'. It has a role as a plant metabolite. It is a methoxyflavanone, a monohydroxyflavanone and a member of 4'-hydroxyflavanones. It derives from a flavanone.